1-ethyl-N-(6-(1-methyl-1H-pyrazol-4-yl)isoquinolin-3-yl)piperidine-4-carboxamide C(C)N1CCC(CC1)C(=O)NC=1N=CC2=CC=C(C=C2C1)C=1C=NN(C1)C